5,10-dimethyl-5,6,9,10,11,12-hexahydropyrido[4'',3'':4',5']thieno[2',3':4,5]pyrimido[1,2-a]thieno-[3,2-f][1,4]diazepine-4,13-dione monohydrochloride Cl.CN1CC=2N(C3=C(C1=O)C=CS3)C(C3=C(N2)SC2=C3CCN(C2)C)=O